N-Lauryl-Sarcosine C(CCCCCCCCCCC)N(C)CC(=O)O